S1C(=NC2=C1C=CC=C2)C(=O)N2[C@@H]([C@H]1C([C@H]1C2)(C)C)C(=O)OC methyl (1R,2S,5S)-3-(1,3-benzothiazole-2-carbonyl)-6,6-dimethyl-3-azabicyclo[3.1.0]hexane-2-carboxylate